COC(C1=NC=C(C(=C1)OC)N(CC#C)C(=O)OC(C)(C)C)=O.NC1=NNC2=C(C=C(C=C12)C1=CC(=NC=C1)NC(C)=O)C#CC1(COC1)C N-(4-(3-amino-7-((3-methyloxetan-3-yl)ethynyl)-1H-indazol-5-yl)pyridin-2-yl)acetamide methyl-5-((tert-butoxycarbonyl)(prop-2-yn-1-yl)amino)-4-methoxypicolinate